(4-chloro-1,6-naphthyridin-2-yl)-2,3,4,5-tetrahydro-1,4-benzothiazepine 1,1-dioxide ClC1=CC(=NC2=CC=NC=C12)C1S(C2=C(CNC1)C=CC=C2)(=O)=O